CN(C1=CC=C(C=C1)\C=C\C(=O)C1=C(C=C(C(=C1)CN1CCOCC1)OC)O)C 4-dimethylamino-2'-hydroxy-4'-methoxy-5'-morpholinomethyl-chalcone